(S)-3-Hydroxy-5-(pyridin-2-ylmethoxy)-4-(4-((tetrahydrofuran-3-yl)amino)isoindoline-2-carbonyl)benzonitrile OC=1C=C(C#N)C=C(C1C(=O)N1CC2=CC=CC(=C2C1)N[C@@H]1COCC1)OCC1=NC=CC=C1